COC1=C(C(=O)N(C2CCN(CC2)CC(F)(F)F)C)C=CC(=C1)C1=NC(=CN=C1)C=1SC=C(C1)NC(CCCC)=O 2-methoxy-N-methyl-4-(6-(4-pentanamidothiophen-2-yl)pyrazin-2-yl)-N-(1-(2,2,2-trifluoroethyl)piperidin-4-yl)benzamide